CC(CCCCS)CCCC 5-methyl-1-mercapto-nonane